N-(4-methoxybenzyl)-1,3-dihydrofuro[3,4-c]pyridin-4-amine COC1=CC=C(CNC2=NC=CC3=C2COC3)C=C1